COC=1C=C2C(=CC=NC2=CC1OC)OC=1C=CC(=NC1)[SH2](=O)C=N {5-[(6,7-dimethoxyquinolin-4-yl)oxy]pyridin-2-yl}(imino)methyl-λ6-sulfanone